6-methoxy-2-naphthalenecarbonitrile ammonium methyllauroyl-taurate CN(CCS(=O)(=O)[O-])C(CCCCCCCCCCC)=O.[NH4+].COC=1C=C2C=CC(=CC2=CC1)C#N